CC1=C2C(=C(C=3C=4C=CC=CC4N(C13)CC1=CC=C(C=C1)OCCN1CCCC1)C)C=NC=C2 5,11-dimethyl-6-(4-(2-(pyrrolidine-1-yl)ethoxy)benzyl)-6H-pyrido[4,3-b]carbazole